(2S)-1-[(2S)-2-[(tert-butoxycarbonyl)amino]-3-[1-(triphenylmethyl)imidazol-4-yl]propanoyl]pyrrolidine-2-carboxylic acid C(C)(C)(C)OC(=O)N[C@H](C(=O)N1[C@@H](CCC1)C(=O)O)CC=1N=CN(C1)C(C1=CC=CC=C1)(C1=CC=CC=C1)C1=CC=CC=C1